C(CCCCCCCCCCCCCCCCCCCCCCCCCCCCCCCCCCCCCCC)(=O)OCCCCCCCC\C=C\CCCCCCCC elaidyl tetracontanoate